C(C)(C)NC=1C=C(C=CC1O)C(C)(C)C1=CC(=C(C=C1)O)NC(C)C 2,2-bis[3-(isopropylamino)-4-hydroxyphenyl]propane